BrC1=CC=C(C=C1)NC(=O)C1C(CCC1)=O N-(4-bromophenyl)-2-oxocyclopentane-1-carboxamide